2-(2,4-Difluoro-3-methoxy-phenylamino)-4-(2-oxo-2,3-dihydro-benzooxazol-5-ylamino)-pyrimidine-5-carboxylic acid methyl ester trifluoroacetate salt FC(C(=O)O)(F)F.COC(=O)C=1C(=NC(=NC1)NC1=C(C(=C(C=C1)F)OC)F)NC=1C=CC2=C(NC(O2)=O)C1